NC=1C(=CC=C2C=CC(=CC12)C1=CC=CC(=N1)C(=O)N[C@@H]1[C@@H](CN(CC1)C)F)OC 6-(8-amino-7-methoxy-2-naphthyl)-N-[(3R,4S)-3-fluoro-1-methyl-4-piperidyl]pyridine-2-carboxamide